7-(3-trifluoromethylphenyl)benzothiazol-2-amine FC(C=1C=C(C=CC1)C1=CC=CC=2N=C(SC21)N)(F)F